C(C)OC(CN1C[C@H](N(CC1)C(=O)OC(C)(C)C)C(=O)OC(C)(C)C)=O Ditert-butyl (2S)-4-(2-ethoxy-2-oxo-ethyl)piperazine-1,2-dicarboxylate